N5,N6-di-p-tolyl-2-(trifluoromethyl)-1H-imidazo[4,5-b]pyrazine-5,6-diamine C1(=CC=C(C=C1)NC=1N=C2C(=NC1NC1=CC=C(C=C1)C)NC(=N2)C(F)(F)F)C